ClC=1C=CC=C2C(NC(=NC12)C1=CC=C(C=C1)OC)C(=O)N 8-chloro-2-(4-methoxyphenyl)-3,4-dihydroquinazoline-4-carboxamide